(M)-4-(3-methyl-2-pyridinyl)-7-(4-methyl-1,3-thiazol-5-yl)-2-(2-(2-propenoyl)-2,6-diazaspiro[3.4]octan-6-yl)-5,6-dihydro-3-quinolinecarbonitrile CC=1C(=NC=CC1)C1=C(C(=NC=2C=C(CCC12)C1=C(N=CS1)C)N1CC2(CN(C2)C(C=C)=O)CC1)C#N